(2S,3R)-methyl 3-cyclopropyl-3-(3-hydroxyphenyl)-2-methylpropanoate C1(CC1)[C@H]([C@@H](C(=O)OC)C)C1=CC(=CC=C1)O